1-phenyl-1H-pyrazolo[3,4-d]pyrimidin-4-amine C1(=CC=CC=C1)N1N=CC=2C1=NC=NC2N